N-(2-hydroxyethyl)octadecanamide OCCNC(CCCCCCCCCCCCCCCCC)=O